C(=C)(C)C1=C(C=CC=C1)C(=C)C di-(isopropenyl)benzene